[Si].[B].[Zn].[Na] sodium zinc boron-silicon